FC(C(=O)O)(F)F.C12(CC3CC(CC(C1)C3)C2)C=2C=C(C=CC2O)C2=C(C=C(C=C2)C=CC(=O)O)CN 3-(3'-adamantan-1-yl-2-aminomethyl-4'-hydroxy-biphenyl-4-yl)-acrylic acid trifluoroacetate